5-(4-fluorophenyl)-N-[3-fluoro-4-[(7-phenylmethoxy-1,5-naphthyridin-4-yl)oxy]phenyl]-4-hydroxy-2,6-dimethylpyridine-3-carboxamide FC1=CC=C(C=C1)C=1C(=C(C(=NC1C)C)C(=O)NC1=CC(=C(C=C1)OC1=CC=NC2=CC(=CN=C12)OCC1=CC=CC=C1)F)O